ClC1=CC(=C(C(=N1)OCCCNC(OC(C)(C)C)=O)C\C=C\N(C)C)OC tert-butyl [3-({6-chloro-3-[(2E)-3-(dimethylamino)prop-2-enyl]-4-methoxypyridin-2-yl}oxy)propyl]carbamate